5-[[2,6-dichloro-4-[6-(difluoromethyl)-3,5-dioxo-1,2,4-triazin-2-yl]phenyl]methyl]-N-(1,1-dioxothietan-3-yl)-2-hydroxy-benzenesulfonamide ClC1=C(C(=CC(=C1)N1N=C(C(NC1=O)=O)C(F)F)Cl)CC=1C=CC(=C(C1)S(=O)(=O)NC1CS(C1)(=O)=O)O